(R)-(5-bromo-6-fluoro-1,2,3,4-tetrahydroisoquinolin-3-yl)methanol BrC1=C2C[C@@H](NCC2=CC=C1F)CO